4-Methylene-3,4-dihydro-2H-pyrano[2,3-b]pyridine C=C1CCOC2=NC=CC=C21